OC1CNC(C=2N1N=C(C2)C=2C=NN(C2)C)=O 7-hydroxy-2-(1-methyl-1H-pyrazol-4-yl)-6,7-dihydropyrazolo[1,5-a]pyrazin-4(5H)-one